CC1(OC=CO1)C 2,2-dimethyl-1,3-dioxole